3-(2-(7-Chloroimidazo[1,2-a]pyridine-2-carbonyl)hydrazine-1-carbothioamido)benzamide ClC1=CC=2N(C=C1)C=C(N2)C(=O)NNC(NC=2C=C(C(=O)N)C=CC2)=S